tris(2,2,2-trifluoroethane) phosphite P(O)(O)O.FC(C)(F)F.FC(C)(F)F.FC(C)(F)F